3-(4-((1-isopropyl-3-phenyl-1H-indazol-6-yl)methoxy)phenyl)propanoic acid C(C)(C)N1N=C(C2=CC=C(C=C12)COC1=CC=C(C=C1)CCC(=O)O)C1=CC=CC=C1